ClC1=NN=C2N1C1=CC=CC=C1C(=N2)N(C)C2=CC(=CC=C2)C=2C=NC(=CC2)C2CC2 chloro-N-(3-(6-cyclopropylpyridin-3-yl)phenyl)-N-methyl-[1,2,4]triazolo[4,3-a]quinazolin-5-amine